methyl-[2-(perfluoro-n-octyl)ethyl]dimethoxysilane (S)-methyl-((4-((2-amino-2,4-dimethylpentyl)oxy)naphthalen-1-yl)pyridin-2-yl)carbamate CN(C(O)=O)C1=NC=CC=C1C1=CC=C(C2=CC=CC=C12)OC[C@@](CC(C)C)(C)N.C[Si](OC)(OC)CCC(C(C(C(C(C(C(C(F)(F)F)(F)F)(F)F)(F)F)(F)F)(F)F)(F)F)(F)F